(6Z,9Z,12Z)-octadeca-6,9,12-trienoic acid C(CCCC\C=C/C\C=C/C\C=C/CCCCC)(=O)O